CC1(CCN(CC1)C1=CC=C(C=C1)N1C(N(C2=C1C(=C(C(=C2)F)O)F)C(C)C)=O)C 3-(4-(4,4-Dimethylpiperidin-1-yl)phenyl)-4,6-difluoro-5-hydroxy-1-isopropyl-1H-benzo[d]imidazol-2(3H)-one